C1(=CC=CC=C1)P(C(=C=C)C=1SC=CC1)(C1=CC=CC=C1)=O diphenyl(1-(thiophen-2-yl)propa-1,2-dien-1-yl)phosphine oxide